C(=O)(O)CCCN1N=CC(=C1)N1C(=C(C2=CC=C(C(=C12)F)Cl)SC=1C(=C(C(=O)O)C=CC1)F)C1CC1 3-((1-(1-(3-carboxypropyl)-1H-pyrazol-4-yl)-6-chloro-2-cyclopropyl-7-fluoro-1H-indol-3-yl)thio)-2-fluorobenzoic acid